(1s,4s)-4-(((4-Amino-2-methylpyridin-3-yl)methyl)amino)-N-(3-methoxy-4-methylphenyl)cyclohexanecarboxamide NC1=C(C(=NC=C1)C)CNC1CCC(CC1)C(=O)NC1=CC(=C(C=C1)C)OC